OC1=C(C(=CC(=C1CC=C(C)C)O)OC)C(\C=C\C=1OC=CC1)=O (E)-1-(2,4-dihydroxy-6-methoxy-3-(3-methylbut-2-en-1-yl)phenyl)-3-(furan-2-yl)prop-2-en-1-one